C(C1=CC=CC=C1)OCCCCCCC(C(=O)O)(C)C 8-(benzyloxy)-2,2-dimethyloctanoic acid